C1=CC=NC(=C1)C#N alpha-cyanopyridine